C1(CC1)C1=CC=C(COC2=NC=C(C=N2)O)C=C1 2-((4-cyclopropylbenzyl)oxy)pyrimidin-5-ol